E-2-[(E)-2-{(4R,5S)-2,2-dimethyl-5-[(2Z)-pent-2-en-1-yl]-1,3-dioxolan-4-yl}ethenyl]-4,4,5,5-tetramethyl-1,3,2-dioxaborolane CC1(O[C@H]([C@H](O1)/C=C/B1OC(C(O1)(C)C)(C)C)C\C=C/CC)C